3-(3-(4-(piperidin-4-ylmethyl)piperazine-1-carbonyl)phenyl)piperidine-2,6-dione N1CCC(CC1)CN1CCN(CC1)C(=O)C=1C=C(C=CC1)C1C(NC(CC1)=O)=O